ethyl 2-[3-chloro-4-(trifluoromethyl)anilino]-4-[[(1S)-2-hydroxy-1-phenyl-ethyl]amino]pyrimidine-5-carboxylate ClC=1C=C(NC2=NC=C(C(=N2)N[C@H](CO)C2=CC=CC=C2)C(=O)OCC)C=CC1C(F)(F)F